F[C@](C=O)(O)[C@H](O)[C@H](O)[C@@H](O)C 2-fluoro-L-fucose